N,N-bis-(2-methylphenyl)-guanidine CC1=C(C=CC=C1)N(C(=N)N)C1=C(C=CC=C1)C